C(C)OC(=O)C1=C(N=C(S1)NC1=NC(=CC(=N1)NCC1=CC=C(C=C1)S(=O)(=O)C)N1CCNCC1)C 4-Methyl-2-[[4-[[[4-(methylsulfonyl)phenyl]methyl]amino]-6-(1-piperazinyl)-2-pyrimidinyl]amino]-5-thiazolecarboxylic acid ethyl ester